tert-butyl (R)-4-(4-amino-5-((2,3-dichlorophenyl)thio)-1-methyl-6-oxo-1,6-dihydropyrimidin-2-yl)-2-carbamoylpiperazine-1-carboxylate NC=1N=C(N(C(C1SC1=C(C(=CC=C1)Cl)Cl)=O)C)N1C[C@@H](N(CC1)C(=O)OC(C)(C)C)C(N)=O